5-(2,2',6'-Trifluoro-biphenyl-4-yl)-3,6-dihydro-2H-1,3,4-oxadiazin-2-one FC1=C(C=CC(=C1)C1=NNC(OC1)=O)C1=C(C=CC=C1F)F